1-(2-(3,5-dimethylisoxazol-4-yl)-7-methyl-3-(pyridin-3-yl)quinolin-5-yl)ethan-1-ol CC1=NOC(=C1C1=NC2=CC(=CC(=C2C=C1C=1C=NC=CC1)C(C)O)C)C